IC=1C=CC2=C(C3=C(CC(N2)=O)C2=CC(=CC=C2N3)Br)C1 2-iodo-9-bromo-7,12-dihydro-indolo[3,2-d][1]benzazepin-6(5H)-one